[Ru](Cl)Cl.C1(=CC=CC=C1)C1=CC(C2=CC=CC=C12)(PCC(C)C)PCC(C)C 3-phenyl-1H-inden-1-ylidene[bis(isobutylphosphine)] ruthenium (II) dichloride